OC(=O)C(F)(F)F.C(C1=CC=CC=C1)N(CCN1C2CC(CC1CC2)C=2C=C(C(=O)N)C=CC2)C(C(C)(C)O)=O 3-endo-(8-{2-[benzyl-(2-hydroxy-2-methylpropionyl)amino]ethyl}-8-aza-bicyclo[3.2.1]oct-3-yl)-benzamide TFA salt